ClC=1C(=NC(=NC1)N[C@@H]1C[C@H]2CO[C@@H]([C@H]1O)O2)C2=CC1=C(N=C(S1)C(C)(C)O)C(=C2)F (1S,3R,4S,5R)-3-((5-chloro-4-(4-fluoro-2-(2-hydroxypropan-2-yl)benzo[d]thiazol-6-yl)pyrimidin-2-yl)amino)-6,8-dioxabicyclo[3.2.1]octan-4-ol